CN([C@@H]1CC[C@H](CC1)C1=CC2=C(NC(O2)=O)C=C1)CCCC1=C(C=C(C=C1)F)C 6-(trans-{4-[Methyl(4-fluoro-2-methylphenylpropyl)amino]cyclohexyl})-3H-benzoxazol-2-one